16-oxoheptadecanoic acid O=C(CCCCCCCCCCCCCCC(=O)O)C